O1COC2=C1C=CC(=C2)\C=C/2\C(NC(=N2)N(C)C2=CC1=C(N=CS1)C=C2)=O (Z)-5-(benzo[d][1,3]dioxol-5-ylmethylene)-2-(benzo[d]thiazol-6-yl-(methyl)amino)-3,5-dihydro-4H-imidazol-4-one